7-fluoro-1-(tetrahydro-2H-pyran-2-yl)-1H-indazole-4-carboxylic acid FC1=CC=C(C=2C=NN(C12)C1OCCCC1)C(=O)O